benzazolyl-azafluorene N1C(=CC2=C1C=CC=C2)C2=NC=1CC3=CC=CC=C3C1C=C2